C[SiH2]C(OC1=CC=CC=C1)(OC1=CC=CC=C1)OC1=CC=CC=C1 methyltriphenoxymethylsilane